C(C)(C)(C)OC(=O)N[C@@H]1[C@@H](OCC12CCN(CC2)C=2C(=NC=C(N2)C)C(=O)OCC)C Ethyl 3-((3S,4S)-4-((tert-butoxycarbonyl) amino)-3-methyl-2-oxa-8-azaspiro[4.5]decan-8-yl)-5-methylpyrazine-2-carboxylate